BrC1=C(C=C2C(NC=NC2=C1)=O)I 7-bromo-6-iodoquinazolin-4(3H)-one